1-ethyl-3-methylimidazole acetate salt C(C)(=O)O.C(C)N1CN(C=C1)C